O1C(=CC=C1)C(C(=O)C=1OC=CC1)=O Di-furyl-ethanedione